sodium 5-sulfosalicylate dihydrate O.O.S(=O)(=O)(O)C1=CC=C(C(C(=O)[O-])=C1)O.[Na+]